N1=NN(C2=NC=CC=C21)C2=CC(=C(C(=O)N([C@H]1CNCCC1)C1=NC=CC3=CC(=CC=C13)OC)C=C2)F (R)-4-(3H-[1,2,3]triazolo[4,5-b]pyridin-3-yl)-2-fluoro-N-(6-methoxyisoquinolin-1-yl)-N-(piperidin-3-yl)benzamide